piperidin-1-yl(1-(4-(1-(tetrahydro-2H-pyran-2-yl)-1H-pyrazol-4-yl)phenyl)piperidin-4-yl)methanone N1(CCCCC1)C(=O)C1CCN(CC1)C1=CC=C(C=C1)C=1C=NN(C1)C1OCCCC1